(2R)-N-(4-cyclopropylphenyl)pyrrolidine-2-carboxamide hydrochloride Cl.C1(CC1)C1=CC=C(C=C1)NC(=O)[C@@H]1NCCC1